NC(C(=O)O)(CCCCB(O)O)C1CCN(CC1)C(C1=CC=CC=C1)=O 2-amino-2-(1-benzoylpiperidin-4-yl)-6-boronohexanoic acid